tert-butyl ((1r,4r)-4-(3-benzyl-1-(4-bromophenyl)ureido)cyclohexyl)carbamate C(C1=CC=CC=C1)NC(N(C1=CC=C(C=C1)Br)C1CCC(CC1)NC(OC(C)(C)C)=O)=O